ClC1=CC=C2C(=N1)N(C=C2C2=C(C=CC=C2)Cl)COCC[Si](C)(C)C 6-chloro-3-(2-chlorophenyl)-1-[[2-(trimethylsilyl)ethoxy]methyl]pyrrolo[2,3-b]pyridine